BrC(C(=O)NCCC[Si](OCC)(OCC)OCC)(C)C 2-bromo-2-methyl-N-(3-(triethoxysilyl)propyl)propanamide